C(C)(C)(C)OC(=O)OC(=O)OC(C)(C)C.OC1C2(COC2)CCN(C1)C(=O)OC(C)(C)C tert-butyl 5-hydroxy-2-oxa-7-azaspiro[3.5]nonane-7-carboxylate Di-tert-butyl-dicarbonate